3-(2-fluoro-6-methoxy-phenyl)-5-(1-isopropyl-indol-5-yl)-1,2,4-oxadiazole FC1=C(C(=CC=C1)OC)C1=NOC(=N1)C=1C=C2C=CN(C2=CC1)C(C)C